Magnesium montanate C(CCCCCCCCCCCCCCCCCCCCCCCCCCC)(=O)[O-].[Mg+2].C(CCCCCCCCCCCCCCCCCCCCCCCCCCC)(=O)[O-]